FC1=C(CO[C@@H]2[C@H]([C@H]3OC(OC[C@H]3O[C@]23OCCC3)(C)C)N3N=NC(=C3)C3=CC(=C(C(=C3)F)F)F)C=CC=C1F 1-((2S,4a'R,7'R,8'S,8a'R)-7'-((2,3-difluorobenzyl)oxy)-2',2'-dimethylhexahydro-3H,4'H-spiro[furan-2,6'-pyrano[3,2-d][1,3]dioxin]-8'-yl)-4-(3,4,5-trifluorophenyl)-1H-1,2,3-triazole